5,5-bis(hydroxymethyl)-2-phenyl-1,3-dioxane OCC1(COC(OC1)C1=CC=CC=C1)CO